Azocane-4-carboxylic acid N1CCC(CCCC1)C(=O)O